N-(5-amino-6-(difluoromethoxy)-2-(4-methylpiperazin-1-yl)pyridin-3-yl)acrylamide NC=1C=C(C(=NC1OC(F)F)N1CCN(CC1)C)NC(C=C)=O